BrC1=CC=CN2C(=C(C=C12)C=O)CC(F)(F)F 8-bromo-3-(2,2,2-trifluoroethyl)indolizine-2-carboxaldehyde